N-(5-ethynyl-2-{[4-(4-methylpiperazin-1-yl)phenyl]amino}pyrido[2,3-d]pyrimidin-7-yl)-1,3-dihydroisoindole-2-carboxamide C(#C)C1=CC(=NC=2N=C(N=CC21)NC2=CC=C(C=C2)N2CCN(CC2)C)NC(=O)N2CC1=CC=CC=C1C2